3-(5-(1-((1,3-dimethyl-1H-pyrazol-5-yl)methyl)piperidin-4-yl)-1-oxoisoindolin-2-yl)piperidine-2,6-dione CN1N=C(C=C1CN1CCC(CC1)C=1C=C2CN(C(C2=CC1)=O)C1C(NC(CC1)=O)=O)C